C(C1=CC=CC=C1)(=O)C1=CC(CC2=C(N1)C=CC(=C2)Cl)=O 2-benzoyl-7-chloro-1,5-dihydro-4H-benzo[b]azepine-4-One